FC1(C(C1)C1=CC=CC(=N1)C(=O)NC=1C(=C(C=2N(C1)C=C(N2)C2CCN(CC2)S(=O)(=O)C2CCNCC2)F)C(C)(C)O)F 6-(2,2-difluorocyclopropyl)-N-(8-fluoro-7-(2-hydroxypropan-2-yl)-2-(1-(piperidin-4-ylsulfonyl)piperidin-4-yl)imidazo(1,2-a)pyridin-6-yl)pyridinecarboxamide